C(C)C1=NN(C2=NC(=NC(=C21)NCC2=CC=C(C=C2)F)C2=CC1=C(B(OC1)O)C=C2)C 5-(3-ethyl-4-((4-fluorobenzyl)amino)-1-methyl-1H-pyrazolo[3,4-d]pyrimidin-6-yl)benzo[c][1,2]oxaborol-1(3H)-ol